FC=1C=C(C(=O)NC)C=CC1C(F)(F)F 3-fluoro-N-methyl-4-(trifluoromethyl)benzamide